(4-{[2-(cyclopropanecarboxamido)pyridin-4-yl]oxy}-3-fluorophenyl)-1-(3,4,5-trifluorophenyl)-1H-imidazole-4-carboxamide C1(CC1)C(=O)NC1=NC=CC(=C1)OC1=C(C=C(C=C1)C=1N(C=C(N1)C(=O)N)C1=CC(=C(C(=C1)F)F)F)F